Pentadiene C=CC=CC